FC1(CCN(CC1)C1=NC(=CC(=N1)C=1SC(=NN1)C1=C(C=C(C=C1)I)N1CCC2(CC2)CC1)C)F 2-(2-(4,4-difluoropiperidin-1-yl)-6-methylpyrimidin-4-yl)-5-(4-iodo-2-(6-azaspiro[2.5]octan-6-yl)phenyl)-1,3,4-thiadiazole